C(C=C)N1S(C(C2=C1C=CC=C2[N+](=O)[O-])CC=C)(=O)=O 1,3-Diallyl-4-nitro-1,3-dihydro-2,1-benzothiazol-2,2-dioxid